C(#N)C=1C=C(C=CC1)C=1N=C(SC1C1=CC(=NC(=C1)C)C)NC(=O)N1CCS(CC1)=O N-[4-(3-cyanophenyl)-5-(2,6-dimethyl-4-pyridyl)thiazol-2-yl]-1-oxo-1,4-thiazinane-4-carboxamide